5-bromo-thiophene-2-thiocarboxamide BrC1=CC=C(S1)C(N)=S